FC1=C(C=CC=C1)N(C1=C(C(=CC(=C1)C)N)C)C N1-(2-fluorophenyl)-N1,2,5-trimethylbenzene-1,3-diamine